C[Si](CCOC(=O)C1CCC(CC1)N1C(NC2=C1C=CC=C2N)=O)(C)C 4-(4-amino-2-oxo-3H-benzimidazol-1-yl)cyclohexanecarboxylic acid 2-trimethylsilylethyl ester